methyl 7-(sec-butoxy)-2-(1-methyl-2-oxabicyclo[2.1.1]hexan-4-yl)imidazo[1,2-a]pyrimidine-6-carboxylate C(C)(CC)OC1=NC=2N(C=C1C(=O)OC)C=C(N2)C21COC(C2)(C1)C